[14C](C=C)(=O)N Acrylamide-14C